CS(=O)(=O)OCC(COS(=O)(=O)C)NC(=O)OC(C)(C)C 2-((tert-Butyloxycarbonyl)amino)propane-1,3-diyl dimethanesulfonate